Methyl docosanoate C(CCCCCCCCCCCCCCCCCCCCC)(=O)OC